1-(3-(1-((7-(azetidin-3-yloxy)-6-(2-methoxyethoxy)-2-methyl-Quinazolin-4-yl)amino)ethyl)-2-fluorophenyl)-1,1-difluoro-2-methylpropan-2-ol N1CC(C1)OC1=C(C=C2C(=NC(=NC2=C1)C)NC(C)C=1C(=C(C=CC1)C(C(C)(O)C)(F)F)F)OCCOC